C[C@@H]1C[C@@H](N(CC1)CC(=O)O)C1=CC=CC=C1 [(2R,4S)-4-methyl-2-phenyl-1-piperidyl]acetic acid